NC(C(=O)O)CC1=CC(=CC=C1)C(=CC1=CC=C(C=C1)N)C#N 2-amino-3-(3-(2-(4-aminophenyl)-1-cyanovinyl)phenyl)propionic acid